FC(OC=1C=C(C=CC1)N1C=CC2=CC(=CC=C12)C(=O)OC)F methyl 1-(3-(difluoromethoxy) phenyl)-1H-indole-5-carboxylate